tert-butyl-4-[(6-{6-amino-2-ethyl-3-oxo-1H,2H,3H-pyrazolo[3,4-d]pyrimidin-1-yl}pyridin-2-yl)oxy]piperidine-1-carboxylate C(C)(C)(C)OC(=O)N1CCC(CC1)OC1=NC(=CC=C1)N1N(C(C=2C1=NC(=NC2)N)=O)CC